C(C)(C)(C)OC(=O)N1C(=CC2=CC=CC(=C12)C)B(O)O 1-(TERT-BUTOXYCARBONYL)-7-METHYL-1H-INDOL-2-YLBORONIC ACID